2-(2-(trifluoromethyl)phenyl)-2H-chromene FC(C1=C(C=CC=C1)C1OC2=CC=CC=C2C=C1)(F)F